3-fluoro-5-(3-hydroxy-2-((octadecyloxy)methyl)propoxy)benzonitrile FC=1C=C(C#N)C=C(C1)OCC(CO)COCCCCCCCCCCCCCCCCCC